C(C)OC(=O)C=1C=NC(=NC1)S(=O)(=O)C 2-methanesulfonylpyrimidine-5-carboxylic acid ethyl ester